2-(7-((2s,5r)-4-(2,2-difluoro-1-(quinoxalin-6-yl)ethyl)-2,5-dimethylpiperazin-1-yl)-4-methyl-5-oxo-4,5-dihydro-2H-pyrazolo[4,3-b]pyridin-2-yl)acetonitrile FC(C(C=1C=C2N=CC=NC2=CC1)N1C[C@@H](N(C[C@H]1C)C=1C=2C(N(C(C1)=O)C)=CN(N2)CC#N)C)F